C(C)(C)(C)OC(=O)N1C2C(OCC1CC2)C2=CC(=NC(=C2)Cl)Br.C(C)OC2CCC(CC2)C(C)(CC)C (E)-1-ethoxy-4-(2-methylbut-2-yl)cyclohexane endo-tert-butyl-2-(2-bromo-6-chloropyridin-4-yl)-3-oxa-8-azabicyclo[3.2.1]octane-8-carboxylate